3-(4-{8-amino-5-[4-(methylamino)cyclohex-1-en-1-yl]-3-(propan-2-yl)imidazo[1,5-a]pyrazin-1-yl}-3-fluorophenyl)-1-[3-(trifluoromethyl)phenyl]urea NC=1C=2N(C(=CN1)C1=CCC(CC1)NC)C(=NC2C2=C(C=C(C=C2)NC(NC2=CC(=CC=C2)C(F)(F)F)=O)F)C(C)C